N-(4-(N-(3-(dimethylamino)-3-methylbutan-2-yl)sulfamoyl)-2-methylphenyl)-2-methylbenzamide CN(C(C(C)NS(=O)(=O)C1=CC(=C(C=C1)NC(C1=C(C=CC=C1)C)=O)C)(C)C)C